C1(=CC=CC=C1)CC(=O)N1CN2CC=C[C@@H](O1)[C@@H]2C2=CC=CC=C2 2-Phenyl-1-((1S,5R,9S)-9-phenyl-4-oxa-1,3-diazabicyclo[3.3.1]non-6-en-3-yl)ethan-1-one